methyl-3-(trifluoromethoxy)-4-(2-(3-(trifluoromethoxy)phenethyl)phenoxy)-N-(trifluoromethyl)butan-1-amine CC(CC(COC1=C(C=CC=C1)CCC1=CC(=CC=C1)OC(F)(F)F)OC(F)(F)F)NC(F)(F)F